ClC1=NN(C=C1C1=NC=CC(=N1)NC=1N=CC2=C(C=CC(=C2C1)C(C)C)N1CC(C1)[C@@H]1S(CCC1)(=O)=O)C (R)-2-(1-(3-((2-(3-chloro-1-methyl-1H-pyrazol-4-yl)pyrimidin-4-yl)amino)-5-isopropylisoquinolin-8-yl)azetidin-3-yl)tetrahydrothiophene 1,1-dioxide